FC=1C=2N(C=C(C1)NC(=O)C1=CC=C(C3=CN(N=C13)C)N1C[C@@H](CC1)NC)C=C(N2)C N-{8-fluoro-2-methylimidazo[1,2-a]pyridin-6-yl}-2-methyl-4-[(3R)-3-(methylamino)pyrrolidin-1-yl]indazole-7-carboxamide